NCCCCN(C(ON1N=NC2=C1C=CC=C2)=O)N2C(C1=CC=CC=C1C2=O)=O 1H-benzo[d][1,2,3]triazol-1-yl (4-aminobutyl)(1,3-dioxoisoindolin-2-yl)carbamate